O=C1N(C2(CNC2)C(N(C1)C1=C(C=C(C#N)C=C1)F)=O)CC1=CC=C(C=C1)C(F)(F)F 4-(6,9-dioxo-5-(4-(trifluoromethyl)benzyl)-2,5,8-triazaspiro[3.5]non-8-yl)-3-fluorobenzonitrile